methyl 2-[3-[tert-butoxycarbonyl(cyclobutylmethyl)amino]-1-piperidyl]pyrimidine-5-carboxylate C(C)(C)(C)OC(=O)N(C1CN(CCC1)C1=NC=C(C=N1)C(=O)OC)CC1CCC1